5-chloro-N-(4-{2H,3H,4H-pyrido[3,2-b][1,4]oxazin-8-yl}-1,3-thiazol-2-yl)pyridin-2-amine ClC=1C=CC(=NC1)NC=1SC=C(N1)C1=CC=NC2=C1OCCN2